1,1,2,2,8,8,9,9,10,10-decafluorododecane FC(C(CCCCCC(C(C(CC)(F)F)(F)F)(F)F)(F)F)F